4-Amino-3-(7-(3-chlorobenzamido)benzo[d][1,3]dioxol-4-yl)-1H-pyridine NC1=C(CNC=C1)C1=CC=C(C=2OCOC21)NC(C2=CC(=CC=C2)Cl)=O